ClC1=C(C(=CC=C1Cl)F)[C@]1(CN(CC1)C(C=C)=O)NC=1C=C(C2=C(N(N=C2C1)CC(=O)NC)C)F 2-(6-{[(3R)-3-(2,3-dichloro-6-fluorophenyl)-1-(prop-2-enoyl)pyrrolidin-3-yl]amino}-4-fluoro-3-methylindazol-2-yl)-N-methylacetamide